1,3-bis(3-(4-aminophenoxy)phenoxy)-4-methylbenzene NC1=CC=C(OC=2C=C(OC3=CC(=C(C=C3)C)OC3=CC(=CC=C3)OC3=CC=C(C=C3)N)C=CC2)C=C1